tert-butyl 4-((2-chloropyrimidin-5-yl)methyl)piperazine-1-carboxylate ClC1=NC=C(C=N1)CN1CCN(CC1)C(=O)OC(C)(C)C